COC=1C(OC(=CC1NC1=NC=CC=N1)C(=O)NC=1SC(=NN1)C=1N(C=CN1)C)=O 3-methoxy-N-(5-(1-methyl-1H-imidazol-2-yl)-1,3,4-thiadiazol-2-yl)-2-oxo-4-(pyrimidin-2-ylamino)-2H-pyran-6-carboxamide